C1(=CC=C(C=C1)NC1=CC=2C(C3=CC=CC=C3C2C=C1C1=CC=CC=C1)(C1=CC=CC=C1)C1=CC=CC=C1)C1=CC=CC=C1 N-([1,1'-biphenyl]-4-yl)-3,9,9-triphenyl-9H-fluoren-2-amine